F[I+]C(C(C(F)(F)F)(F)F)(F)F perfluoropropyliodonium